BIS(ETHOXYMETHYL)CYCLOHEXANE C(C)OCC1(CCCCC1)COCC